4-[3-(CYCLOPROPYLAMINOCARBONYL)PHENYL]-2-FORMYLPHENOL C1(CC1)NC(=O)C=1C=C(C=CC1)C1=CC(=C(C=C1)O)C=O